C(C)(C)(C)C=1C=C(C=C(C1)C(C)(C)C)C1=CC=2NC=3C=CC=CC3C2C2=C1C=CC=C2 5-(3,5-di-tert-butylphenyl)-7H-benzo[c]carbazole